C1(=C(C(=CC=C1)C(=O)N)C(=O)N)C(=O)N benzenetrisamide